disodium hydrogen 2-hydroxypropane-1,2,3-tricarboxylate OC(CC(=O)O)(CC(=O)[O-])C(=O)[O-].[Na+].[Na+]